tert-butyl 4-(4-(3-(p-tolyl)furo[3,2-b]pyridin-6-yl)phenyl)piperazine-1-carboxylate C1(=CC=C(C=C1)C1=COC=2C1=NC=C(C2)C2=CC=C(C=C2)N2CCN(CC2)C(=O)OC(C)(C)C)C